CNC(C(C)C)=O N,2-dimethyl-propanamide